(1R,4R)-8-fluoro-1-((methylamino)methyl)isochroman-4-ol FC=1C=CC=C2[C@H](CO[C@H](C12)CNC)O